7-methyl-2-[6-(3-methyl-2-oxo-thiazol-5-yl)-3,6-dihydro-2H-pyran-4-yl]-4-[3-(trifluoromethyl)-1-bicyclo[1.1.1]pentanyl]pyrido[2,3-d]pyrimidine-6-carbonitrile CC=1C(=CC2=C(N=C(N=C2C23CC(C2)(C3)C(F)(F)F)C=3CCOC(C3)C3=CN(C(S3)=O)C)N1)C#N